ethyl 1-[4-chloro-2-[3-[(E)-methoxyiminomethyl]phenyl]phenyl]sulfonyl-4-fluoro-piperidine-4-carboxylate ClC1=CC(=C(C=C1)S(=O)(=O)N1CCC(CC1)(C(=O)OCC)F)C1=CC(=CC=C1)/C=N/OC